2-methyl-9-[2-carboxy(3,6-methano-4-methyl-4-cyclohexenyl)]carbonyloxy-anthracene CC1=CC2=C(C3=CC=CC=C3C=C2C=C1)OC(=O)C1C(C2C(=CC1C2)C)C(=O)O